NC1=NC=2C=CC(=CC2C2=C1C=NN2C)C(=O)N(N(C(=O)[C@H]2OCC2)C)CC2=C(C=C(C=C2)C(F)(F)F)F (S)-4-amino-N-(2-fluoro-4-(trifluoromethyl)benzyl)-N',1-dimethyl-N'-(oxetane-2-carbonyl)-1H-pyrazolo[4,3-c]quinoline-8-carbohydrazide